CN(C)CC(CCCCCCCC\C=C/CCCCCCCC(=O)OC)CCCCCC methyl (9Z)-19-[(dimethylamino)methyl]pentacos-9-enoate